ClC=1C=NC=C(C1[C@@H](C)OC=1C=C2C(=NNC2=CC1)C1=CC(=NC=C1)NCCOC)Cl (R)-4-(5-(1-(3,5-Dichloropyridin-4-yl)ethoxy)-1H-indazol-3-yl)-N-(2-methoxyethyl)pyridin-2-amine